(5-n-octanesulfonyloxyimino-5H-thiophen-2-ylidene)(2-methylphenyl)acetonitrile C(CCCCCCC)S(=O)(=O)ON=C1C=CC(S1)=C(C#N)C1=C(C=CC=C1)C